benzyl (R)-2-(2-((tert-butoxycarbonyl) amino)-4-((triethylsilyl) oxy) butyl)-1-methylhydrazine-1-carboxylate C(C)(C)(C)OC(=O)N[C@@H](CNN(C(=O)OCC1=CC=CC=C1)C)CCO[Si](CC)(CC)CC